(S)-4-(aminomethyl)oxazolidin-2-one hydrochloride Cl.NC[C@@H]1NC(OC1)=O